FC1(CCN(CCC1)C1=C(C(=O)N[C@@H]2C[C@H](C2)C(=O)OC)C(=C(C=N1)C(F)(F)F)C)F methyl (trans)-3-(2-(4,4-difluoroazepan-1-yl)-4-methyl-5-(trifluoromethyl)nicotinamido)cyclobutane-1-carboxylate